[N+](=O)([O-])C1=C(C=C(C=C1)C#N)Cl 2-nitro-5-cyanochlorobenzene